CNC(=O)C1(CC1)C(=O)NC N,N'-dimethylcyclopropane-1,1-dicarboxamide